C[C@@H]1CN(C(=CC1)C1=CC2=CN(N=C2C=C1)[C@H]1CN(CC1)C)C(=O)OC(C)(C)C |r| tert-butyl Rac-(3S)-3-methyl-6-[2-[Rac-(3R)-1-methylpyrrolidin-3-Yl]Indazol-5-Yl]-3,4-dihydro-2H-pyridine-1-carboxylate